3-formylbenzonitrile C(=O)C=1C=C(C#N)C=CC1